C1(=CC=CC=C1)CS(=O)(=O)OC1=C(OC(C1=O)([2H])C1=C(C=CC(=C1)Cl)Cl)N 2-amino-5-(2,5-dichlorophenyl)-4-oxo-4,5-dihydrofuran-3-yl-5-d phenylmethanesulfonate